OC(C#CC1=CC2=C(OC[C@@H](C(N2C)=O)NC(=O)N2N=CC(=C2)CC=2C=NC=CC2)C=C1)(C)C (S)-N-(7-(3-hydroxy-3-methylbut-1-yn-1-yl)-5-methyl-4-oxo-2,3,4,5-tetrahydrobenzo[b][1,4]oxazepin-3-yl)-4-(pyridin-3-ylmethyl)-1H-pyrazole-1-carboxamide